2-{3-[4-(tert-butylamino)piperidin-1-yl]-1,2,4-triazin-6-yl}-5-(1H-pyrazol-4-yl)phenol C(C)(C)(C)NC1CCN(CC1)C=1N=NC(=CN1)C1=C(C=C(C=C1)C=1C=NNC1)O